FC1=C(C(=C2C=CN(C2=C1)S(=O)(=O)C1=CC=C(C=C1)C)SC)OC1=C(C=CC(=C1)C1=NN(C=C1F)CC1=CC=C(C=C1)OC)F 6-fluoro-5-[2-fluoro-5-[4-fluoro-1-[(4-methoxyphenyl)methyl]pyrazol-3-yl]phenoxy]-4-methylsulfanyl-1-(p-tolylsulfonyl)indole